Cl.Cl.NC1=CC(=C(C=C1)C=1C=C2C(=NNC2=CC1)NC(=O)[C@@H]1CNCCC1)Cl (3S)-N-[5-(4-amino-2-chlorophenyl)-1H-indazol-3-yl]piperidine-3-carboxamide dihydrochloride